N-tert-butyl-3-(2-(3,4-dimethoxyphenylamino)thieno[3,2-d]pyrimidin-7-yl)benzenesulfonamide C(C)(C)(C)NS(=O)(=O)C1=CC(=CC=C1)C1=CSC2=C1N=C(N=C2)NC2=CC(=C(C=C2)OC)OC